(7S)-N-[(1S)-2-amino-2-oxo-1-[[(3S)-2-oxo-3-piperidyl]methyl]ethyl]-2,2-difluoro-6-(4-methoxy-1H-indole-2-carbonyl)-6-azaspiro[3.4]octane-7-carboxamide NC([C@H](C[C@H]1C(NCCC1)=O)NC(=O)[C@H]1N(CC2(CC(C2)(F)F)C1)C(=O)C=1NC2=CC=CC(=C2C1)OC)=O